N[C@H](C)C=1C=C2CCN(C2=CC1)C(=O)C1=CC(=CC=C1)Cl (R)-(5-(1-aminoethyl)-2,3-dihydro-1H-indol-1-yl)(3-chlorophenyl)methanone